BrC=1C=C2C=NN(C2=CC1OC)C1=CC=CC=C1 5-Bromo-6-methoxy-1-phenyl-1H-indazole